Vinyl-3-(3-sulfopropyl)imidazolium C(=C)C=1NC=C[N+]1CCCS(=O)(=O)O